2,4-Dihydroxybenzophenone OC1=C(C(=O)C2=CC=CC=C2)C=CC(=C1)O